ClC1=CC=C2C(=CC=NC2=C1)NC(CCCN(CCO)CC1=CC2=CC=CC=C2C=C1)C 2-((4-((7-Chloroquinolin-4-yl)amino)pentyl)(naphthalen-2-ylmethyl)amino)ethan-1-ol